C(C1=CC=CC=C1)N1C(C2=CC=C(C=C2C1=O)B(O)O)=O 2-BENZYL-1,3-DIOXOISOINDOLIN-5-YLBORONIC ACID